4-amino-N,1-dimethyl-N-((5R)-2-(trifluoromethyl)-5,6,7,9-tetrahydro-oxepino[3,4-b]pyridin-5-yl)-1H-pyrazolo[4,3-c]quinoline-8-carboxamide NC1=NC=2C=CC(=CC2C2=C1C=NN2C)C(=O)N([C@@H]2CCOCC1=NC(=CC=C12)C(F)(F)F)C